C(C1=CC=CC=C1)OC1=C(C(=C2C=CC(=CC2=C1)C(=O)NNC(CN1CCC(CC1)C1=CC2=C(N(C(N2C)=O)C2C(NC(CC2)=O)=O)C=C1)=O)F)N1S(NC(C1)=O)(=O)=O 7-benzyloxy-N'-[2-[4-[1-(2,6-dioxo-3-piperidyl)-3-methyl-2-oxo-benzimidazol-5-yl]-1-piperidyl]acetyl]-5-fluoro-6-(1,1,4-trioxo-1,2,5-thiadiazolidin-2-yl)naphthalene-2-carbohydrazide